ClCC(CSC(CO)C)O 2-((3-chloro-2-hydroxypropyl)thio)propan-1-ol